2-[5-ethylsulfonyl-6-[3-methyl-6-(trifluoromethyl)imidazo[4,5-c]pyridin-2-yl]-3-pyridyl]propanenitrile C(C)S(=O)(=O)C=1C=C(C=NC1C1=NC2=C(C=NC(=C2)C(F)(F)F)N1C)C(C#N)C